C[C@H]1CN([C@@]12CNCC2)C(CC#N)=O (3S,4R)-3-methyl-beta-oxo-1,6-diazaspiro[3.4]octane-1-propionitrile